Cl.Cl.BrC=1C=C2C(=CN(C2=CC1)C\C=C\[C@H]1NCCC[C@@H]1O)C(=O)N(C)C 5-bromo-1-((E)-3-((2R,3S)-3-hydroxypiperidin-2-yl)allyl)-N,N-dimethyl-1H-indole-3-carboxamide dihydrochloride